C(CC)N(N)C(=O)OC(C)(C)C tert-butyl 1-propylhydrazin-1-carboxylate